C12(CC3CC(CC(C1)C3)C2)CN2C[C@@H]3[C@H](C2)CC(C3)NC=3N=NC(=CC3)C=3N(N=CC3C)C (3aR,5s,6aS)-2-(1-adamantylmethyl)-N-[6-(2,4-dimethylpyrazol-3-yl)pyridazin-3-yl]-3,3a,4,5,6,6a-hexahydro-1H-cyclopenta[c]pyrrol-5-amine